C(C)C1=NC(=CC=C1N1CC(OCC1)CC(=O)OCC)C=1N=NN(C1COS(=O)(=O)C)C ethyl 2-(4-(2-ethyl-6-(1-methyl-5-(((methylsulfonyl)oxy)methyl)-1H-1,2,3-triazol-4-yl)pyridin-3-yl)morpholin-2-yl)acetate